CC(OC(NCCCC(NCCNCC=1C(=CC(=NC1)C(=O)OC)OC)=O)=O)(C)C methyl 5-(13,13-dimethyl-6,11-dioxo-12-oxa-2,5,10-triazatetradecyl)-4-methoxypicolinate